CC1=NC(=CC=C1O[C@@H]1C[C@H](CCC1)C(=O)OC)C=1N=NN(C1CC(NNC(CC1=CC=CC=C1)=O)=O)C Methyl (1S,3S)-3-((2-methyl-6-(1-methyl-5-(2-oxo-2-(2-(2-phenylacetyl)hydrazineyl) ethyl)-1H-1,2,3-triazol-4-yl)pyridin-3-yl)oxy)cyclohexane-1-carboxylate